NC1=C(C(N(C2=CC(=CC=C12)C(F)F)C1=C2C=CN=C(C2=CC=C1)Cl)=O)C(=O)OC methyl 4-amino-1-(1-chloroisoquinolin-5-yl)-7-(difluoromethyl)-2-oxo-1,2-dihydroquinoline-3-carboxylate